bis(4-maleimidophenoxy)-3,3',5,5'-tetramethylbiphenyl C1(C=CC(N1C1=CC=C(OC2=C(C=C(C=C2C)C2=CC(=C(C(=C2)C)OC2=CC=C(C=C2)N2C(C=CC2=O)=O)C)C)C=C1)=O)=O